5-(6-amino-5-methylpyrazin-2-yl)-N-(4-((benzyloxy)methyl)phenyl)-2-fluorobenzamide NC1=C(N=CC(=N1)C=1C=CC(=C(C(=O)NC2=CC=C(C=C2)COCC2=CC=CC=C2)C1)F)C